N=1N=C(NC1)C1N(C(=CN1C(C)(C)C)C(=O)N)CCCCC (4H-1,2,4-Triazolyl)-3-tert-butyl-1-N-pentyl-1H-imidazole-5-carboxamide